N-Benzylisoindolin-4-amine hydrochloride Cl.C(C1=CC=CC=C1)NC=1C=2CNCC2C=CC1